phenyl-2,4,6-trimethylbenzoyl phosphonate Lithium [Li+].P(OC(C1=C(C(=C(C=C1C)C)C1=CC=CC=C1)C)=O)([O-])=O